C(C)OC1=CC=C(C=N1)C=1N=C(C2=C(N1)C=C(S2)CN(C2=NC=C(C=N2)C(=O)OCC)C)N2CCOCC2 Ethyl 2-(((2-(6-ethoxypyridin-3-yl)-4-morpholinothieno[3,2-d]pyrimidin-6-yl) methyl)(methyl)amino)pyrimidine-5-carboxylate